CNC(=O)N1CC2=CC=C(C=C2CC1)C1CN(C(CC1)=O)C N-methyl-6-(1-methyl-6-oxopiperidin-3-yl)-3,4-dihydroisoquinoline-2(1H)-Formamide